[Si](C)(C)(C(C)(C)C)O[C@H]1[C@@H]([C@@H](O[C@@H]1CO[Si](C)(C)C(C)(C)C)N1C(NC(C(=C1)F)=O)=O)F 1-[(2R,3S,4R,5R)-4-[(tert-butyldimethylsilyl)oxy]-5-{[(tertbutyldimethylsilyl)oxy]methyl}-3-fluorooxolan-2-yl]-5-fluoro-3H-pyrimidine-2,4-dione